2-(2-(4-((3-(2,3-Difluoro-4-methoxyphenyl)imidazo[1,2-a]pyrazin-8-yl)amino)-2-ethylbenzamido)ethoxy)-N,N,N-triethylethan-1-aminium formate C(=O)[O-].FC1=C(C=CC(=C1F)OC)C1=CN=C2N1C=CN=C2NC2=CC(=C(C(=O)NCCOCC[N+](CC)(CC)CC)C=C2)CC